nickel (cyclopentadienyl) chloride C1(C=CC=C1)Cl.[Ni]